OC(=C)C1=CC=C(N1CC1=CC=C(C=C1)C)C=O 5-(1-Hydroxyvinyl)-1-(4-methylbenzyl)-1H-pyrrole-2-carbaldehyde